ClC1=C2CCC(C2=CC=C1)(O)CC1=NC(=NC(=C1CO)Cl)SC 4-chloro-1-((6-chloro-5-(hydroxymethyl)-2-(methylthio)pyrimidin-4-yl)methyl)-2,3-dihydro-1H-inden-1-ol